1-(4-aminoethyl-phenyl)-3-methyl-5-pyrazolone NCCC1=CC=C(C=C1)N1N=C(CC1=O)C